3-chloro-6-(2,3-dichlorophenyl)-5-methylpyrazine-2-carboxamide ClC=1C(=NC(=C(N1)C)C1=C(C(=CC=C1)Cl)Cl)C(=O)N